2-chloro-4-(2-thienyl)-6,7-dihydro-5H-cyclopenta[d]pyrimidine ClC=1N=C(C2=C(N1)CCC2)C=2SC=CC2